ClC1=CC=C2C(=N1)C(=C(N2CC)C2=C(C=CC=C2)CCOC)CC(C(=O)OCC)C ethyl 3-(5-chloro-1-ethyl-2-(2-(2-methoxyethyl)phenyl)-1H-pyrrolo[3,2-b]pyridin-3-yl)-2-methylpropanoate